L-alanine 2-methoxy-2-methylPropyl ester COC(COC([C@@H](N)C)=O)(C)C